1-((7-(1-(2,2-Difluoroethyl)cyclopropan-1-carbonyl)-10-hydroxy-7-azaspiro[4.5]decan-10-yl)methyl)-N,N-dimethyl-6-oxo-4-phenyl-1,6-dihydropyridin-3-carboxamid FC(CC1(CC1)C(=O)N1CC2(CCCC2)C(CC1)(O)CN1C=C(C(=CC1=O)C1=CC=CC=C1)C(=O)N(C)C)F